C1(=CC=CC=C1)OC(CCCCCCCCC)=O decanoic acid phenyl ester